B(F)(F)F.FC=1C(=C(C(=CC1)F)[K])O (3,6-difluoro-2-hydroxyphenyl)potassium trifluoroborate